The molecule is a 1-monoglyceride that has stearoyl as the acyl group. It has a role as an algal metabolite and a Caenorhabditis elegans metabolite. CCCCCCCCCCCCCCCCCC(=O)OCC(CO)O